CN(C=1C=C(C(=O)NC2=CC(=NN2C)C2=CC=C(C=C2)NC(C2=C(N=CC=C2)C)=O)C=CC1)C N-(4-(5-(3-(Dimethylamino)benzamido)-1-methyl-1H-pyrazol-3-yl)phenyl)-2-methylnicotinamide